FC=1C=C(C=CC1F)/C=C/C(=O)NCC(=O)N1CCN(CC1)S(=O)(=O)C (E)-3-(3,4-difluorophenyl)-N-(2-(4-(methylsulfonyl)piperazin-1-yl)-2-oxoethyl)acrylamide